ClC(C(=O)OC)C methyl α-chloropropionate